C1(CC1)C=1SC(=C(N1)C1=CC=CC=C1)OC1=CC(=NC=C1)NC1=CC=C(C=N1)NS(=O)(=O)C N-(6-((4-((2-cyclopropyl-4-phenylthiazol-5-yl)oxy)pyridin-2-yl)amino)pyridin-3-yl)methanesulfonamide